[N+](=O)([O-])C1=NN(C=C1)C=1C=C(C=CC1)CC#N 2-[3-(3-nitropyrazol-1-yl)phenyl]acetonitrile